ethyl 2-(allyl((5-bromo-1,3,4-thiadiazol-2-yl)methyl)amino)-2-oxoacetate 2-oxoacetate O=CC(=O)O.C(C=C)N(C(C(=O)OCC)=O)CC=1SC(=NN1)Br